NC(C)C1=CC=C(C=C1)CN 1-α-aminoethyl-4-aminomethylbenzene